3-butenylboric acid C(CC=C)OB(O)O